(2S)-2-(9H-fluoren-9-ylmethoxycarbonylamino)-3-methyl-butyric acid C1=CC=CC=2C3=CC=CC=C3C(C12)COC(=O)N[C@H](C(=O)O)C(C)C